4-(prop-2-yl)-1-phospha-2,6,7-trioxabicyclo(2.2.2)octane CC(C)C12COP(OC1)OC2